N[C@@H](C[C@H](C(=O)O)C)CC1=CC=C(C=C1)C1=CC=CC=C1 (2R,4S)-4-amino-5-(biphenyl-4-yl)-2-methylpentanoic acid